C(CCCCCCCCCO)O decylenglycol